CC=1C(=C(C=2CC3=CC=CC=C3C2C1)C=1[Se]C2=C(C1)C=CC=C2)C (dimethylfluorenyl)benzoselenophene